ClC1=C(CN2C(N(N=C2CC2=CC=C(C=C2)F)C)=O)C=C(C=C1)C1=NC=C(C=N1)F 4-(2-chloro-5-(5-fluoropyrimidin-2-yl)benzyl)-5-(4-fluorobenzyl)-2-methyl-2,4-dihydro-3H-1,2,4-triazol-3-one